(R)-1-((S)-piperidine-3-carbonyl)-N-(4-(trifluoromethyl)benzyl)pyrrolidine-2-carboxamide hydrochloride Cl.N1C[C@H](CCC1)C(=O)N1[C@H](CCC1)C(=O)NCC1=CC=C(C=C1)C(F)(F)F